ClC1=C(C(=O)N2COC3=C(C2)C=CC=C3C3=CC(=C(C(=O)O)C=C3F)N3C2COCC3CC2)C(=CC(=C1)C=1N=NN(N1)C)Cl 4-[3-[2,6-dichloro-4-(2-methyltetrazol-5-yl)benzoyl]-2,4-dihydro-1,3-benzoxazin-8-yl]-5-fluoro-2-(3-oxa-8-azabicyclo[3.2.1]octan-8-yl)benzoic acid